monolauryl phenyl ether C1(=CC=CC=C1)OCCCCCCCCCCCC